4-((4-bromophenyl)-diazenyl)-N-butyl-N-hexylaniline BrC1=CC=C(C=C1)N=NC1=CC=C(N(CCCCCC)CCCC)C=C1